[Cl-].C(=C)N1C=[N+](C=C1)CCC 1-vinyl-3-propyl-imidazolium chloride